(R)-8-((3S,5R)-4-acryloyl-3,5-dimethylpiperazin-1-yl)-10-chloro-11-(4-fluorophenyl)-3-methoxy-3,4-dihydro-2H,6H-[1,4]thiazepino[2,3,4-ij]quinazolin-6-one C(C=C)(=O)N1[C@H](CN(C[C@H]1C)C1=NC(N2C3=C(C(=C(C=C13)Cl)C1=CC=C(C=C1)F)SC[C@@H](C2)OC)=O)C